5-(pyridin-3-yl)-1,3,4-oxadiazole N1=CC(=CC=C1)C1=NN=CO1